FC=1C=C(C=CC1F)[C@H]1[C@@H](C1)NC1=C2N=CN(C2=NC(=N1)SCCC)CCO 2-(6-(((1R,2S)-2-(3,4-difluorophenyl)cyclopropyl)amino)-2-(propylthio)-9H-purin-9-yl)ethanol